3-((2S,4S)-4-(((S)-2,3-Dihydro-1H-Inden-1-Yl)Amino)-5-Oxo-1-(4-(Trifluoromethyl)Phenyl)Pyrrolidin-2-Yl)Benzoic Acid [C@@H]1(CCC2=CC=CC=C12)N[C@H]1C[C@H](N(C1=O)C1=CC=C(C=C1)C(F)(F)F)C=1C=C(C(=O)O)C=CC1